1-(4-(4-morpholinyl-6-(5-(morpholinomethyl)thiophen-2-yl)-1,3,5-triazin-2-yl)phenyl)-3-(1H-pyrazol-5-yl)urea N1(CCOCC1)C1=NC(=NC(=N1)C=1SC(=CC1)CN1CCOCC1)C1=CC=C(C=C1)NC(=O)NC1=CC=NN1